bis[4-diphenylamino-naphthalen-1-yl]-p-terphenyl C1(=CC=CC=C1)N(C1=CC=C(C2=CC=CC=C12)C1=CC=C(C=C1)C1=CC=C(C=C1)C1=CC=C(C=C1)C1=CC=C(C2=CC=CC=C12)N(C1=CC=CC=C1)C1=CC=CC=C1)C1=CC=CC=C1